C(C)(=O)N1CCN(CC1)C[C@H](C(=O)N1CCN(CC1)C=1C2=C(N=CN1)[C@@H](C[C@H]2C)O)C2=CC(=C(C=C2)OC(F)(F)F)F (R)-3-(4-acetylpiperazin-1-yl)-2-(3-fluoro-4-(trifluoromethoxy)phenyl)-1-(4-((5R,7R)-7-hydroxy-5-methyl-6,7-dihydro-5H-cyclopenta[d]pyrimidin-4-yl)piperazin-1-yl)propan-1-one